C(C)(C)(C)NS(=O)(=O)C1=CC(=CC=C1)C1=CSC2=C1N=C(N=C2)NC2=CC(=C(C(=C2)OC)OC)OC N-tert-butyl-3-(2-(3,4,5-trimethoxyphenylamino)thieno[3,2-d]pyrimidin-7-yl)benzenesulfonamide